7-(7-bromo-5-chloro-pyrazolo[4,3-b]pyridin-2-yl)-4-azaspiro[2.5]octane-4-carboxylic acid tert-butyl ester C(C)(C)(C)OC(=O)N1C2(CC2)CC(CC1)N1N=C2C(N=C(C=C2Br)Cl)=C1